N1C(=NC2=C1C=CC=C2)C2=NNC=C2NC2=NC(=NC(=C2)Cl)C N-(3-(1H-benzo[d]imidazol-2-yl)-1H-pyrazol-4-yl)-6-chloro-2-methylpyrimidin-4-amine